C1=2C3=NN=C(C(CCCCCCCC(=CC=C1)N2)O)C3 3,4,18-triazatricyclo[12.3.1.12,5]nonadeca-1(18),2,4,14,16-pentaen-6-ol